O[C@]1(C(CO)=O)C(C[C@H]2[C@@H]3CCC4=CC(C=C[C@]4(C)[C@H]3C(C[C@]12C)=O)=O)C 17,21-dihydroxy-16-methylpregna-1,4-diene-3,11,20-trione